2-(methacryloyloxy)ethyl [3-(triethoxysilyl)propyl]-carbamate C(C)O[Si](CCCNC(OCCOC(C(=C)C)=O)=O)(OCC)OCC